Benzooxazole-5-carboxylic acid (4-methoxy-7-phenyl-thiazolo[4,5-c]pyridin-2-yl)-amide COC1=NC=C(C2=C1N=C(S2)NC(=O)C=2C=CC1=C(N=CO1)C2)C2=CC=CC=C2